tert-butyl 2-(isopropylcarbamoyl)-4,6,7,8-tetrahydropyrazolo[4,3-c]azepine-5-carboxylate C(C)(C)NC(=O)N1N=C2C(CN(CCC2)C(=O)OC(C)(C)C)=C1